(2R,3R,5S)-2-(6-chloro-4-(((1R,5R)-5-hydroxyadamantan-2-yl)amino)-1H-pyrazolo[3,4-d]pyrimidin-1-yl)-5-(hydroxymethyl)-4-methylenetetrahydrofuran-3-ol ClC1=NC(=C2C(=N1)N(N=C2)[C@@H]2O[C@@H](C([C@H]2O)=C)CO)NC2[C@@H]1CC3CC(CC2C3)(C1)O